C(C1=CC=CC=C1)OC=1C(=C(C=CC1Cl)C1=NN(C2=C1C=NC(=C2)Cl)C)F 3-(3-(Benzyloxy)-4-chloro-2-fluorophenyl)-6-chloro-1-methyl-1H-pyrazolo[4,3-c]pyridine